N-(6,6-difluorospiro[3.3]heptan-2-yl)-6-(1-methyl-1H-imidazol-5-yl)pyrazine-2-carboxamide FC1(CC2(CC(C2)NC(=O)C2=NC(=CN=C2)C2=CN=CN2C)C1)F